4-iodo-2-(1-methylpyrazol-3-yl)-5-(trifluoromethyl)pyrazol-3-amine IC1=C(N(N=C1C(F)(F)F)C1=NN(C=C1)C)N